1,3-bis(9H-carbazol-yl)benzene C1(=CC=CC=2C3=CC=CC=C3NC12)C1=CC(=CC=C1)C1=CC=CC=2C3=CC=CC=C3NC12